N-(5-((4-chlorobenzyl)oxy)-1,3,4-thiadiazol-2-yl)-4-morpholino-6-oxo-1,6-dihydropyridine-3-carboxamide ClC1=CC=C(COC2=NN=C(S2)NC(=O)C2=CNC(C=C2N2CCOCC2)=O)C=C1